CN1N=CC(=C1)C1=CN2C(S1)=C(C=N2)C(=O)NC=2C(=NC=C(C2)NC(CN2[C@@H](CCC2)C)=O)C (R)-2-(1-methyl-1H-pyrazol-4-yl)-N-(2-methyl-5-(2-(2-methylpyrrolidin-1-yl)acetamido)pyridin-3-yl)pyrazolo[5,1-b]thiazole-7-carboxamide